NC1=NN2C(C=C(C=C2)C=2C=C(C(=NC2C)OC)C(=O)NC([2H])C2=C(C=CC(=C2)OC(F)(F)F)F)=N1 5-{2-amino-[1,2,4]triazolo-[1,5-a]pyridin-7-yl}-N-{[2-fluoro-5-(trifluoromethoxy)-phenyl](deutero)methyl}-2-methoxy-6-methylpyridine-3-carboxamide